(bicyclo[2.2.1]hept-5-en-2-ylmethoxy)dimethyl(phenyl)silane C12C(CC(C=C1)C2)CO[Si](C2=CC=CC=C2)(C)C